OC=1C(C=CC2=C3C(COC12)(CC1=CC(=C(C=C13)O)O)O)=O 4,6a,9,10-Tetrahydroxy-6,7-dihydroindeno[2,1-c]chromen-3-one